C(#N)C1=NC=CC(=C1)C1=CN=C(O1)C(=O)N1[C@H]2[C@H](CC1)[C@@H](N(C2)C#N)C (3aR,4S,6aS)-1-(5-(2-cyanopyridin-4-yl)oxazole-2-carbonyl)-4-methylhexahydropyrrolo[3,4-b]pyrrole-5(1H)-carbonitrile